CN1N=C(C(=C1C)C(=O)O)C(F)(F)F 1,5-dimethyl-3-(trifluoromethyl)-1H-pyrazole-4-carboxylic acid